C(CCC)C1=C(N)C=C(C=C1)CCCC 2,5-dibutylaniline